C1(CCC(N1NC1=C(C(=O)[O-])C=CC(=C1)C(CI)=O)=O)=O N-succinimidyl-4-(iodoacetyl)-aminobenzoate